5-((2-((tert-butyldimethylsilyl)oxy)-3-methoxybenzyl)amino)-N-(4-(3,4-difluorophenyl)-5-(3-hydroxyoxetan-3-yl)thiazol-2-yl)-3-methylpyridine-2-sulfonamide [Si](C)(C)(C(C)(C)C)OC1=C(CNC=2C=C(C(=NC2)S(=O)(=O)NC=2SC(=C(N2)C2=CC(=C(C=C2)F)F)C2(COC2)O)C)C=CC=C1OC